(4,4-dimethyl-3-methylenepent-1-yn-1-yl)benzene CC(C(C#CC1=CC=CC=C1)=C)(C)C